tert-butyl 8-fluoro-2,6-diazaspiro[3.4]octane-2-carboxylate FC1CNCC12CN(C2)C(=O)OC(C)(C)C